[O-]C(=O)C(O)C(O)C(=O)O.[K+] Kalium bitartrat